methyl 3-bromo-2-methylenebutanoate BrC(C(C(=O)OC)=C)C